COC(C1=C(C(=C(C=C1)OC)Br)N(C(=O)OC(C)(C)C)C(=O)OC(C)(C)C)=O 3-Bromo-2-(di(tert-butyloxycarbonyl)amino)-4-methoxybenzoic acid methyl ester